C1(=CC=C(C=C1)C(C(=O)O)C)C1=CC=CC=C1 2-(4-biphenylyl)propionic acid